2-(4-methylpyridin-2-yl)morpholine-5,5-d2 CC1=CC(=NC=C1)C1CNC(CO1)([2H])[2H]